acryloyloxy-2-hydroxypropane phosphate P(=O)(O)(O)O.C(C=C)(=O)OCC(C)O